CC1=CC=C(C=C1)\C=C\C(=O)C1=C(C=C(C=C1)OC)O 4-methyl-2'-hydroxy-4'-methoxychalcone